(4R,5S,6R)-3-((3S,5S)-5-(Dimethylcarbamoyl)pyrrolidin-3-ylthio)-4-methyl-6-((R)-1-(2-(methylsulfonamido)acetamido)ethyl)-7-oxo-1-azabicyclo[3.2.0]hept-2-ene-2-carboxylic acid CN(C(=O)[C@@H]1C[C@@H](CN1)SC1=C(N2C([C@@H]([C@H]2[C@H]1C)[C@@H](C)NC(CNS(=O)(=O)C)=O)=O)C(=O)O)C